CN1C=C(C[C@@H](N)C(=O)OCC=2N(C=C(C2)C#CC=2C=CC=C3C=C(N(C(C23)=O)C2=CC=CC=C2)[C@H](C)NC(=O)C=2C(=NN3C2N=CC=C3)N)C)C3=CC=CC=C13 (4-((3-((S)-1-(2-aminopyrazolo[1,5-a]pyrimidine-3-carboxamido)ethyl)-1-oxo-2-phenyl-1,2-dihydroisoquinolin-8-yl)ethynyl)-1-methyl-1H-pyrrol-2-yl)methyl 1-methyl-D-tryptophanate